N,N-dimethyl-2-(piperidin-3-yl)ethan-1-amine 2HCl Cl.Cl.CN(CCC1CNCCC1)C